CN1CCN(CC1)CCC(=O)N1CCC2(C(C2)CNC(=O)C2=CC=3C(=CN=CC3)O2)CC1 N-[[6-[3-(4-methylpiperazin-1-yl)propanoyl]-6-azaspiro[2.5]octan-2-yl]methyl]furo[2,3-c]pyridine-2-carboxamide